N1-(2-(4-(2-(Dinonylamino)ethyl)piperazin-1-yl)ethyl)-N1,N2,N2-tridodecylethane-1,2-diamine C(CCCCCCCC)N(CCN1CCN(CC1)CCN(CCN(CCCCCCCCCCCC)CCCCCCCCCCCC)CCCCCCCCCCCC)CCCCCCCCC